tert-butyl-4-(5-methoxy-1,3-dimethyl-2-oxo-1,2-dihydroquinolin-7-yl)piperidine C(C)(C)(C)N1CCC(CC1)C1=CC(=C2C=C(C(N(C2=C1)C)=O)C)OC